CO[C@H](C(=O)NC=1SC(=NN1)N[C@H]1CN(CC1)C=1N=NC(=CC1)C)C1=CC(=CC=C1)N1CC(C1)OC (2S)-2-methoxy-2-[3-(3-methoxyazetidin-1-yl)phenyl]-N-[5-[[(3R)-1-(6-methylpyridazin-3-yl)pyrrolidin-3-yl]amino]-1,3,4-thiadiazol-2-yl]acetamide